N-[6-(difluoromethyl)-2-[4-(hydroxymethyl)cyclohexyl]indazol-5-yl]pyridine-2-carboxamide FC(C=1C(=CC2=CN(N=C2C1)C1CCC(CC1)CO)NC(=O)C1=NC=CC=C1)F